N[C@H]([C@H]1CN(CCC1)C([C@@H](CO)O)=O)C1=C(C=C(C(=C1)Cl)Cl)O (2R)-1-[(3R)-3-[(R)-amino(4,5-dichloro-2-hydroxyphenyl)methyl]piperidin-1-yl]-2,3-dihydroxypropan-1-one